4-bromo-3-cyclobutoxy-2-fluorobenzoic acid BrC1=C(C(=C(C(=O)O)C=C1)F)OC1CCC1